C1(CC1)N1N=CC(=C1)N\C(\C)=C\1/C(NC2=CN=C(C=C21)C=2C=NC=CC2C)=O (Z)-3-(1-((1-Cyclopropyl-1H-pyrazol-4-yl)amino)ethylidene)-5-(4-methylpyridin-3-yl)-1H-pyrrolo[2,3-c]pyridin-2(3H)-one